(5-bromo-2-methoxyphenyl)-7-methoxyquinazoline-4,6-diamine BrC=1C=CC(=C(C1)C1=NC2=CC(=C(C=C2C(=N1)N)N)OC)OC